ClC1=C(C(=C(C=C1OC)OC)Cl)C1=CC2=C(N=C(N=C2)N[C@H]2[C@H](COC2)NC(C=C)=O)C(=N1)N[C@H](C)C(C)(C)C N-((3R,4S)-4-((6-(2,6-dichloro-3,5-dimethoxyphenyl)-8-(((R)-3,3-dimethylbutan-2-yl)amino)pyrido[3,4-d]pyrimidin-2-yl)amino)tetrahydrofuran-3-yl)acrylamide